3-(3-fluoro-2-nitrophenyl)propanal FC=1C(=C(C=CC1)CCC=O)[N+](=O)[O-]